(tetrahydrofuran-2-yl)propan-1-one O1C(CCC1)C(CC)=O